rel-3-chloro-2'-[3-(1-cyclopropyl-1-hydroxyethyl)-2-oxopyridin-1-yl]-4-[(3,5-difluoropyridin-2-yl)methoxy]-5',6-dimethyl-[1,4'-bipyridin]-2-one ClC=1C(N(C(=CC1OCC1=NC=C(C=C1F)F)C)C1=CC(=NC=C1C)N1C(C(=CC=C1)[C@](C)(O)C1CC1)=O)=O |o1:31|